FC(C1=NC=CC=C1C(=O)NN)(F)F 2-(trifluoromethyl)pyridine-3-carboxylic acid hydrazide